N-((3S,10R,13S)-10,13-dimethyl-17-(pyridin-3-yl)-2,3,4,7,8,9,10,11,12,13,14,15-dodecahydro-1H-cyclopenta[a]phenanthren-3-yl)pyridine-3-sulfonamide C[C@]12C3CC[C@@]4(C(=CCC4C3CC=C2C[C@H](CC1)NS(=O)(=O)C=1C=NC=CC1)C=1C=NC=CC1)C